4-methoxy-o-hydroxybenzylideneacetone COC1=CC(=C(C=CC(C)=O)C=C1)O